C1(CC1)C1=CC(=C(C=O)C(=C1)C(F)(F)F)O 4-cyclopropyl-2-hydroxy-6-(trifluoromethyl)benzaldehyde